3-(6-iodoindan-5-yl)propionic acid IC1=C(C=C2CCCC2=C1)CCC(=O)O